Bis(t-butylphenyl)iodonium hexafluorophosphat F[P-](F)(F)(F)(F)F.C(C)(C)(C)C1=C(C=CC=C1)[I+]C1=C(C=CC=C1)C(C)(C)C